2-bromo-5-[2-(oxan-2-yloxy)ethoxy]pyridine BrC1=NC=C(C=C1)OCCOC1OCCCC1